CN1C=C(C2=CC=CC=C12)C=1C(NC(C1C1=C2N(C3=CC=CC=C13)CCCC2)=O)=O 3-(1-methylindol-3-yl)-4-(6,7,8,9-tetrahydropyrido[1,2-a]indol-10-yl)pyrrole-2,5-dione